2-chloro-7-methyl-8-(4-(1-methyl-4-(trifluoromethyl)-1H-imidazol-2-yl)benzyl)-7,8-dihydro-pteridin-6(5H)-one ClC1=NC=2N(C(C(NC2C=N1)=O)C)CC1=CC=C(C=C1)C=1N(C=C(N1)C(F)(F)F)C